triacetylacetic acid C(C)(=O)C(C(=O)O)(C(C)=O)C(C)=O